[N+](=O)([O-])C1=CC=C(C=C1)C1NCCC=2C3=CC=CC=C3NC12 1-(4-nitrophenyl)-1,2,3,4-tetrahydro-β-carboline